N-Boc-N-(2-(4-aminophenyl)ethyl)-N-(4-aminobenzyl)amine C(=O)(OC(C)(C)C)N(CC1=CC=C(C=C1)N)CCC1=CC=C(C=C1)N